N-Ethyl-5-fluoro-N-isopropyl-2-((4-(7-(((2S,5R)-5-((4-methylphenyl)sulfonamido)tetrahydro-2H-pyran-2-yl)methyl)-2,7-diazaspiro[3.5]nonan-2-yl)pyrimidin-5-yl)oxy)benzamide C(C)N(C(C1=C(C=CC(=C1)F)OC=1C(=NC=NC1)N1CC2(C1)CCN(CC2)C[C@H]2OC[C@@H](CC2)NS(=O)(=O)C2=CC=C(C=C2)C)=O)C(C)C